CC1=CC=C(O1)N1C=NC=2C1=NC=CN2 5-methylfuran-2-yl-1H-imidazo[4,5-b]pyrazine